dithienyl-chlorophosphine S1C(=CC=C1)P(Cl)C=1SC=CC1